5-ETHYL-2-FORMYL-1H-PYRROLE-3-CARBONITRILE C(C)C1=CC(=C(N1)C=O)C#N